7-(4,4,5,5-tetramethyl-1,3,2-dioxaborolan-2-yl)-1-benzofuran CC1(OB(OC1(C)C)C1=CC=CC=2C=COC21)C